N(=[N+]=[N-])CC(=O)N[C@@H]1C(O)O[C@@H]([C@H]([C@@H]1O)O)CO N-azidoacetyl-mannosamine